2,3-difluorobenzene-1-sulfonyl chloride FC1=C(C=CC=C1F)S(=O)(=O)Cl